(3-([1,1'-Biphenyl]-3-yl)-1H-1,2,4-triazol-5-yl)pyrrolidine-1-carbonitrile C1(=CC(=CC=C1)C1=NNC(=N1)C1N(CCC1)C#N)C1=CC=CC=C1